CN(C(OC(C)(C)C)=O)CCOC=1C=NC=CC1C1=CC2=NC=CC=C2N1 tert-butyl methyl(2-{[4-(1H-pyrrolo[3,2-b]pyridin-2-yl)pyridin-3-yl]oxy}ethyl)carbamate